(2-hydroxyethyl)-1-methyl-1H-imidazol-3-ium OCCC=1N(C=C[NH+]1)C